pyran-2-yl-4-nitrobenzoate O1C(C=CC=C1)OC(C1=CC=C(C=C1)[N+](=O)[O-])=O